(2S,4R)-4-fluoro-1-[3-(2-methylpyridin-3-yl)propanoyl]-N-[(S)-phenyl[4-(propan-2-yl)phenyl]methyl]pyrrolidine-2-carboxamide F[C@@H]1C[C@H](N(C1)C(CCC=1C(=NC=CC1)C)=O)C(=O)N[C@H](C1=CC=C(C=C1)C(C)C)C1=CC=CC=C1